BrCC=1C=CC(=C(C(=O)[O-])C1)F 5-(bromomethyl)-2-fluorobenzoate